C(C)(C)(C)OC([C@H](CCCCNCC1=CC=C(C=C1)I)NC(=O)N[C@@H](CCC(=O)OC(C)(C)C)C(=O)OC(C)(C)C)=O di-tert-butyl (((S)-1-(tert-butoxy)-6-((4-iodobenzyl) amino)-1-oxohex-2-yl) carbamoyl)-L-glutamate